C(C1=CC=CC=C1)OC1=NC(=NC2=C(C(=C(C=C12)C(F)(F)F)Br)F)OC[C@]12CCCN2C[C@@H](C1)F 4-(benzyloxy)-7-bromo-8-fluoro-2-(((2R,7aS)-2-fluorotetrahydro-1H-pyrrolizin-7a(5H)-yl)methoxy)-6-(trifluoromethyl)quinazoline